N1=CNC2=NC=CC(=C21)C=2C=NN(C2)C2=CC=CC(=N2)CC#N (6-(4-(3H-imidazo[4,5-b]pyridin-7-yl)-1H-pyrazol-1-yl)pyridin-2-yl)acetonitrile